amino-(sulfamylamino)methane TFA salt OC(=O)C(F)(F)F.NCNS(N)(=O)=O